C1(CC1)CCN(C1=C2CN(C(C2=CC=C1)=O)C1C(NC(CC1)=O)=O)C1CCC(CC1)NCC1(CC1)C(F)(F)F 3-(4-((2-cyclopropylethyl)((1r,4r)-4-(((1-(trifluoromethyl)cyclopropyl)methyl)amino)cyclohexyl)amino)-1-oxoisoindolin-2-yl)piperidine-2,6-dione